9,10-Dihydro-9-oxa-10-phosphaphenanthrene-10-yl-tris(4-aminophenyl)methane C1=CC=CC=2C3=CC=CC=C3OP(C12)C(C1=CC=C(C=C1)N)(C1=CC=C(C=C1)N)C1=CC=C(C=C1)N